methyl 7-(((tert-butyloxycarbonyl)amino)methyl)-4-vinyl-2,3-dihydrobenzofuran-5-carboxylate C(C)(C)(C)OC(=O)NCC1=CC(=C(C=2CCOC21)C=C)C(=O)OC